C(C)(C)(C)OC(=O)N1[C@@H](C[C@H](C1)F)C(C(C(=O)OCC)N1N=C2C(=C(C=C(C2=C1)Cl)Br)Cl)=O (2S,4R)-2-[2-(6-bromo-4,7-dichloro-indazol-2-yl)-3-ethoxy-3-oxo-propionyl]-4-fluoro-pyrrolidine-1-carboxylic acid tert-butyl ester